CN1C(N(C2=C1C=C(C=C2)N2CCNCC2)C2CNCCC2)=O 3-(3-Methyl-2-oxo-5-piperazin-1-yl-benzimidazol-1-yl)piperidine